1-butyl-3-methylimidazolium 2-mercaptopropionate SC(C(=O)[O-])C.C(CCC)N1C=[N+](C=C1)C